Cl.NC1CCC(CC1)CN1C(\C(\C2=CC(=C(C=C12)C(=O)NCC#C)OC(F)(F)F)=C/C=1NC(=CC1C)C)=O (Z)-1-(((1r,4r)-4-aminocyclohexyl)methyl)-3-((3,5-dimethyl-1H-pyrrol-2-yl)methylene)-2-oxo-N-(prop-2-yn-1-yl)-5-(trifluoromethoxy)indole-6-carboxamide hydrochloride